1-(4-(4-fluorophenyl)-3,4-dihydroquinoxalin-1(2H)-yl)-2-((R)-2-methylpiperidin-1-yl)propan-1-on FC1=CC=C(C=C1)N1CCN(C2=CC=CC=C12)C(C(C)N1[C@@H](CCCC1)C)=O